BrC[C@H](CCOC(F)(F)F)NC(OC(C)(C)C)=O tert-butyl N-[(2S)-1-bromo-4-(trifluoromethoxy)butan-2-yl]carbamate